4-((3,3-diethoxy-2-hydroxypropyl)(3-fluoro-4-methoxybenzyl)amino)benzonitrile C(C)OC(C(CN(C1=CC=C(C#N)C=C1)CC1=CC(=C(C=C1)OC)F)O)OCC